4-[2-chloro-6-(ethylamino)-9H-purinyl]methyl-benzoic acid ClC1=NC(=C2N=CN(C2=N1)CC1=CC=C(C(=O)O)C=C1)NCC